N1-tritylethane-1,2-diamine C(C1=CC=CC=C1)(C1=CC=CC=C1)(C1=CC=CC=C1)NCCN